(R)-2-hydroxy-1-(3-(4-((R)-3-methylmorpholino)-2-(1H-pyrrolo[2,3-b]pyridin-4-yl)thieno[3,2-d]pyrimidin-7-yl)-2,5-dihydro-1H-pyrrol-1-yl)propan-1-one O[C@@H](C(=O)N1CC(=CC1)C1=CSC2=C1N=C(N=C2N2[C@@H](COCC2)C)C2=C1C(=NC=C2)NC=C1)C